bis(isodecyl)pentaerythritol diphosphite OP(O)OP(O)O.C(CCCCCCC(C)C)C(O)(C(CO)(CO)CO)CCCCCCCC(C)C